C(#C)[C@@]1([C@H]([C@@H](O[C@@H]1CO)N1C(=O)N=C(N)C=C1)O)O 3'-ethynylcytidine